(1S,2S)-N-(6-((2-((tert-butyldimethylsilyl)oxy)ethyl)((6-cyclopropylimidazo[1,2-a]pyridin-2-yl)methyl)amino)pyrimidin-4-yl)-2-(4-chloropyridin-2-yl)cyclopropane-1-carboxamide [Si](C)(C)(C(C)(C)C)OCCN(C1=CC(=NC=N1)NC(=O)[C@@H]1[C@H](C1)C1=NC=CC(=C1)Cl)CC=1N=C2N(C=C(C=C2)C2CC2)C1